lead copper sulfide [Cu]=S.[Pb]